L-beta-Boc-N-Boc-L-lysine C(=O)(OC(C)(C)C)C([C@H](NC(=O)OC(C)(C)C)C(=O)O)CCCN